3-fluoro-N-[8-fluoro-2-methylimidazo[1,2-a]pyridin-6-yl]-5-(3,3,5,5-tetramethylpiperazin-1-yl)thiophene-2-carboxamide FC1=C(SC(=C1)N1CC(NC(C1)(C)C)(C)C)C(=O)NC=1C=C(C=2N(C1)C=C(N2)C)F